COC(=O)C=1C=C2C=C(N(C2=CC1)CC(=O)N(C)C)CC1=C(C=C(C=C1)Cl)C(F)(F)F 2-(4-chloro-2-(trifluoromethyl)benzyl)-1-(2-(dimethylamino)-2-oxoethyl)-1H-indole-5-carboxylic acid methyl ester